2-((3-(5-fluoro-2-(6-(2-hydroxy-2-methylpropoxy)pyridin-3-ylamino)pyrimidin-4-ylamino)phenyl)(hydroxy)methyl)acrylonitrile FC=1C(=NC(=NC1)NC=1C=NC(=CC1)OCC(C)(C)O)NC=1C=C(C=CC1)C(C(C#N)=C)O